OC1CCC(CC1)NC1=NC=C(C=N1)C(=O)N 2-((1r,4r)-4-hydroxycyclohexylamino)pyrimidine-5-carboxamide